BrC1=CC=C(C=C1)S(=O)(=O)[C@@H]1[C@](CN(C1)S(=O)(=O)C1=C(C=C(C#N)C=C1)Cl)(CO)O 4-(((3S,4S)-4-((4-bromo-phenyl)sulfonyl)-3-hydroxy-3-(hydroxymethyl)pyrrolidin-1-yl)sulfonyl)-3-chlorobenzonitrile